S1NC=CN1C(=N)N [1,2,5]Thiadiazole-5-carboxamidine